N1CC(C1)C1=NN(C2=NC=CC(=C21)[C@H](CO)O)C2=CC=C(C=C2)OC(F)(F)F (R)-1-(3-(azetidin-3-yl)-1-(4-(trifluoromethoxy)phenyl)-1H-pyrazolo[3,4-b]pyridin-4-yl)ethane-1,2-diol